S1C=C(C=C1)C=O thiophene-3-carbaldehyde